NC1=C(C=NN1CC1CCOCC1)C(=O)N1C[C@@]2(CCC1)C1=C(NC(O2)=O)C=CC(=C1F)Cl (R)-1'-(5-Amino-1-((tetrahydro-2H-pyran-4-yl)methyl)-1H-pyrazole-4-carbonyl)-6-chloro-5-fluorospiro[benzo[d][1,3]oxazine-4,3'-piperidin]-2(1H)-one